5,15-diphenylporphyrin C1(=CC=CC=C1)C=1C2=CC=C(N2)C=C2C=CC(C(=C3C=CC(=CC=4C=CC1N4)N3)C3=CC=CC=C3)=N2